4-(4-amino-1-(1-(2-((2-aminophenyl)amino)-2-oxoethyl)piperidin-3-yl)-1H-pyrazolo[3,4-d]pyrimidin-3-yl)-N-(pyridin-2-yl)benzamide NC1=C2C(=NC=N1)N(N=C2C2=CC=C(C(=O)NC1=NC=CC=C1)C=C2)C2CN(CCC2)CC(=O)NC2=C(C=CC=C2)N